OC1=CC=2C3=C(N(C2C=C1)C)C(N(N=C3)CC3=NC(=CC=C3)C)=O 8-hydroxy-5-methyl-3-((6-methylpyridin-2-yl)methyl)-3,5-dihydro-4H-pyridazino[4,5-b]indol-4-one